FC1=CC(=C(OC2=NC=C(C=C2C(=O)NC2=CC(=CC=C2)S(=O)(C([2H])([2H])[2H])=N)C(F)(F)F)C=C1)C 2-(4-fluoro-2-methylphenoxy)-N-{3-[imino((2H3)methyl)oxo-λ6-sulfanyl]phenyl}-5-(trifluoromethyl)pyridine-3-carboxamide